FC(C1=NN2C(CN(CC2)C(C=C)=O)=N1)(F)F (2-(trifluoromethyl)-5,6-dihydro-[1,2,4]triazolo[1,5-a]pyrazin-7(8H)-yl)prop-2-en-1-one